N-(4-((7,9-difluoro-5H-pyrido[3,2-b]indol-5-yl)methyl)benzyl)aminosulfonamide FC=1C=C(C=2C3=C(N(C2C1)CC1=CC=C(CNNS(=O)=O)C=C1)C=CC=N3)F